IC(C)C1=CC(=CC=C1)[N+](=O)[O-] 1-(1-iodoethyl)-3-nitrobenzene